C(=O)(O)C1=NC(=NN1)N 5-carboxy-3-amino-1,2,4-triazole